tert-butyl 4-(3-((5-cyano-4-(4-fluorophenyl)thiazol-2-yl)amino)-2-ethylpyrazolo[1,5-a]pyrimidin-5-yl)-2-oxopiperazine-1-carboxylate C(#N)C1=C(N=C(S1)NC=1C(=NN2C1N=C(C=C2)N2CC(N(CC2)C(=O)OC(C)(C)C)=O)CC)C2=CC=C(C=C2)F